CS(=O)(=O)N1C[C@H]2[C@@H]([C@H]2CC1)C(=O)OC |o1:6,7,8| rel-methyl (1R,6S,7R)-3-(methylsulfonyl)-3-azabicyclo[4.1.0]heptane-7-carboxylate